[K+].P(=O)(OCCCCCCCCCCCC)([O-])[O-].[K+] Lauryl phosphate-potassium salt